BrC1=C(C=C(C(=O)N2CC=3N(CC2)C(N(C3C(=O)NCC3=CC(=CC=C3)C#N)C3=CC=C(C=C3)OC)=O)C=C1)Cl 7-(4-bromo-3-chloro-benzoyl)-N-[(3-cyanophenyl)methyl]-2-(4-methoxyphenyl)-3-oxo-6,8-dihydro-5H-imidazo[1,5-a]pyrazine-1-carboxamide